4-[[4-(4-hydroxyphenyl)-1-piperazinyl]carbonyl]-2-(2-methylpropyl)-1(2H)-phthalazinone OC1=CC=C(C=C1)N1CCN(CC1)C(=O)C1=NN(C(C2=CC=CC=C12)=O)CC(C)C